BrC1=CC=C(C(=O)NC2=CC(=C(C=C2)N2CCN(CC2)C(=O)OC(C)(C)C)C)C=C1 tert-butyl 4-(4-(4-bromobenzamido)-2-methylphenyl)piperazine-1-carboxylate